1-(3,4-dimethylbenzyl)-5-hydroxy-N-methyl-2-oxo-2,3-dihydro-1H-benzo[b]azepine-4-carboxamide CC=1C=C(CN2C3=C(C(=C(CC2=O)C(=O)NC)O)C=CC=C3)C=CC1C